di-tert-butyl (((S)-6-((S)-2-amino-3-phenylpropanamido)-1-(tert-butoxy)-1-oxohexan-2-yl)carbamoyl)-L-glutamate N[C@H](C(=O)NCCCC[C@@H](C(=O)OC(C)(C)C)NC(=O)N[C@@H](CCC(=O)OC(C)(C)C)C(=O)OC(C)(C)C)CC1=CC=CC=C1